2-(difluoromethoxy)-4-(4-phenyl-1H-imidazol-1-yl)benzaldehyde FC(OC1=C(C=O)C=CC(=C1)N1C=NC(=C1)C1=CC=CC=C1)F